ClC=1C=C(C=C(C1)NS(=O)(=O)C)NC(=O)C1=CC(=C(S1)C)C1=NC=C(C=C1O[C@@H](C)C=1C=[N+](C=C(C1)F)[O-])F (S)-3-(1-((2-(5-((3-chloro-5-(methylsulfonamido)phenyl)carbamoyl)-2-methylthiophen-3-yl)-5-fluoropyridin-3-yl)oxy)ethyl)-5-fluoropyridine 1-oxide